N1CCC(CC1)C1CNCCN1C1=CC(=CC=C1)C1=NC2=C(N1)C=C(C=C2)C(F)(F)F 6-(piperidin-4-yl)-N-(3-(6-(trifluoromethyl)-1H-benzo[d]imidazol-2-yl)phenyl)piperazine